C(C)OC([C@H]([C@H](OCC)C=1SC=C(N1)Br)N)=O (2S,3S)-2-amino-3-(4-bromo-1,3-thiazol-2-yl)-3-ethoxypropionic acid ethyl ester